3-(N-propylsulfamoyl)benzoic acid C(CC)NS(=O)(=O)C=1C=C(C(=O)O)C=CC1